CC1=CC=C2CCNC2=C1 6-methylindoline